FC=1C=C2C(=C(C=NC2=CC1)C(=O)N1CCN(CC1)S(=O)(=O)C)C1=CC=C(C=C1)C1(CCC1)C#N 1-(4-(6-fluoro-3-(4-(methylsulfonyl)piperazine-1-carbonyl)quinolin-4-yl)phenyl)cyclobutane-1-carbonitrile